CC=1C=C(C=CC1)C=1N=C(SC1C1=CC(=NC=C1)NCCCC1=CC=CC=C1)CCC N-[4-[4-(3-methylphenyl)-2-propyl-1,3-thiazol-5-yl]-2-pyridinyl]-N-(3-phenylpropyl)amine